BrC1=CC=C(C=C1)C1=CC=NN1CCF 5-(4-bromophenyl)-1-(2-fluoroethyl)pyrazole